N-(2-(4-methylpiperazin-1-yl)ethyl)-4-nitroaniline CN1CCN(CC1)CCNC1=CC=C(C=C1)[N+](=O)[O-]